3-(azetidin-1-yl)-5-isopropoxybenzamide Ethyl-(2RS)-2-amino-2-(6,7-dihydro-5H-pyrrolo[1,2-c]imidazol-1-yl)acetate C(C)OC([C@@H](C1=C2N(C=N1)CCC2)N)=O.N2(CCC2)C=2C=C(C(=O)N)C=C(C2)OC(C)C |r|